5,7-dimethoxy-8-bromo-flavone COC1=C2C(C=C(OC2=C(C(=C1)OC)Br)C1=CC=CC=C1)=O